NCCCN(CCCN)C1CCCCC1 N,N-bis-aminopropyl-cyclohexylamine